3-(thiazol-2-yl)benzoic acid S1C(=NC=C1)C=1C=C(C(=O)O)C=CC1